C(CCCCCCCCCCCCCCCCCCCCCCCCCCCC)(=O)OCCCCCCCCCCCCCCCCCCCCCCCCCCCC montanyl nonacosanoate